Cl.OC=1C=C(C2=CC=CC=C2C1)N1CC=2C(=C(N=C(C2CC1)N1CCNCC1)OC[C@H]1N(CCC1)C)C#N (S)-6-(3-hydroxynaphthalen-1-yl)-3-((1-methylpyrrolidin-2-yl)methoxy)-1-(piperazin-1-yl)-5,6,7,8-tetrahydro-2,6-naphthyridine-4-carbonitrile hydrochloride